C(C)(C)(C)C1=CC=C(C=C1)S(=O)(=O)C#CC1=CC=C(C=C1)OC 1-(tert-butyl)-4-(((4-methoxyphenyl)ethynyl)sulfonyl)benzene